CO[SiH](OC)OC Trimethoxy-Silan